trans-2-[4-[4-(4-Chlorophenyl)-5-(pyrazol-1-ylmethyl)-1,2,4-triazol-3-yl]cyclohexyl]oxypyridin ClC1=CC=C(C=C1)N1C(=NN=C1CN1N=CC=C1)[C@@H]1CC[C@H](CC1)OC1=NC=CC=C1